1-{[1-(4-chloro-3-fluorophenyl)-3-methyl-1H-1,2,4-triazol-5-yl]methyl}-3-{[1-(5-methylquinolin-7-yl)-1H-1,2,4-triazol-5-yl]methyl}urea ClC1=C(C=C(C=C1)N1N=C(N=C1CNC(=O)NCC1=NC=NN1C1=CC(=C2C=CC=NC2=C1)C)C)F